C(=O)C1CC2C(CN(C2)C(=O)OC(C)(C)C)C1 tert-butyl 5-formylhexahydrocyclopenta[c]pyrrole-2(1H)-carboxylate